N-(3-(3,3-dimethylbut-1-yn-1-yl)phenyl)-6,7-difluoro-N-methyl-[1,2,4]triazolo[4,3-a]quinazolin-5-amine CC(C#CC=1C=C(C=CC1)N(C1=NC=2N(C3=CC=C(C(=C13)F)F)C=NN2)C)(C)C